N-{2-[(6-{[(5,6-dichloro-1-naphthyl)oxy]methyl}-5-fluoropyridin-3-yl)oxy]ethyl}-N,2-dimethylpropane-2-amine ClC1=C2C=CC=C(C2=CC=C1Cl)OCC1=C(C=C(C=N1)OCCN(C(C)(C)C)C)F